7-chloro-3-[5-(difluoromethyl)-1,3,4-thiadiazol-2-yl]-1-ethyl-N-[3-(fluoromethyl)oxetan-3-yl]-2-oxo-benzimidazole-5-sulfonamide ClC1=CC(=CC2=C1N(C(N2C=2SC(=NN2)C(F)F)=O)CC)S(=O)(=O)NC2(COC2)CF